(cyclohexyl) methacrylate C(C(=C)C)(=O)OC1CCCCC1